FC=1C=C2CCCN3C2=C(C1)N(C3=O)C3=NC(=NC=C3)NC=3C(=CC(=C(C3)NC(C=C)=O)N3CC1(CCN1C)C3)OC N-(5-((4-(8-fluoro-2-oxo-5,6-dihydro-4H-imidazo[4,5,1-ij]quinolin-1(2H)-yl)pyrimidin-2-yl)amino)-4-methoxy-2-(1-methyl-1,6-diazaspiro[3.3]heptan-6-yl)phenyl)acrylamide